(S)-3-(1H-benzo[d]imidazol-6-yl)-4-(4-(4-phenylpiperazin-1-yl)phenyl)oxazolidin-2-one N1C=NC2=C1C=C(C=C2)N2C(OC[C@@H]2C2=CC=C(C=C2)N2CCN(CC2)C2=CC=CC=C2)=O